1-decyl-2-butylpyridinium chloride [Cl-].C(CCCCCCCCC)[N+]1=C(C=CC=C1)CCCC